C(#N)C1=CC=C(C=C1)C1=NC(=NC=C1C)NC(C1=CC(=CC(=C1)C(F)(F)F)C(F)(F)F)=O N-(4-(4-cyanophenyl)-5-methylpyrimidin-2-yl)-3,5-bis(trifluoromethyl)benzamide